C(C)(C)(C)N1CCC(CC1)N1C2=C(NC(C1=O)=O)C=CC(=N2)C tert-Butyl-4-(6-methyl-2,3-dioxo-2,3-dihydropyrido[2,3-b]pyrazin-4(1H)-yl)piperidin